ClC=1C=C(C=CC1)C(CO)NC(=O)C=1N=CN(C1)C1=NC(=NC=C1C)NC1=CC(=C(C=C1)F)N1CCOCC1 N-(1-(3-chlorophenyl)-2-hydroxyethyl)-1-(2-((4-fluoro-3-morpholinophenyl)amino)-5-methylpyrimidin-4-yl)-1H-imidazole-4-carboxamide